BrC1=C(C(=C(C=C1)N1CCOCC1)F)F 4-(4-bromo-2,3-difluoro-phenyl)morpholine